CC(C=C)CC 3-Methyl-1-penten